ClC1=CC=2N(C=C1C1CC(N(C(C1)([2H])[2H])S(=O)(=O)C1=CN=C(O1)C)([2H])[2H])N=CN2 5-((4-(7-chloro-[1,2,4]triazolo[1,5-a]pyridin-6-yl)piperidin-1-yl-2,2,6,6-d4)sulfonyl)-2-methyloxazole